9-benzyl-7-(phenylsulfonyl)-3-thia-7,9-diazabicyclo[3.3.1]nonane C(C1=CC=CC=C1)N1C2CSCC1CN(C2)S(=O)(=O)C2=CC=CC=C2